N-(3-(dimethylamino)benzyl)-N-(3-methoxybenzyl)-4-methyloxazol-2-amine CN(C=1C=C(CN(C=2OC=C(N2)C)CC2=CC(=CC=C2)OC)C=CC1)C